BrC1=CC=CC=2C3=CC=C(C=C3NC12)Br 1,7-dibromocarbazole